C(C)(C)(C)OC(=O)N1CCC(CC1)C#C.C(#C)C1CCN(CC1)CC1=NC2=CC=CC=C2C(=N1)C 2-((4-Ethynylpiperidin-1-yl)methyl)-4-methylquinazoline tert-Butyl-4-ethynylpiperidine-1-carboxylate